2-fluoro-6-[(2-chloro-6-fluorobenzyl)amino]-9-(tetrahydrofuran-2-yl)-9H-purine FC1=NC(=C2N=CN(C2=N1)C1OCCC1)NCC1=C(C=CC=C1F)Cl